N1=NC=C2C1=CC=CO2 racemic-pyrazolopyran